FCC(=O)C1=CC=CC2=CC=CC=C12 2-Fluoro-1-(naphthalen-1-yl)ethanone